1H-benzotriazol-1-yloxy-tris(pyrrolidinyl)phosphonium hexafluorophosphate F[P-](F)(F)(F)(F)F.N1(N=NC2=C1C=CC=C2)O[P+](N2CCCC2)(N2CCCC2)N2CCCC2